CC=1N=C(C2=C(N1)N=CC(=C2)C(F)(F)F)S 2-methyl-6-(trifluoromethyl)pyrido[2,3-d]pyrimidine-4-thiol